4-(8-((1R,5S)-3,8-diazabicyclo[3.2.1]octan-3-yl)-4-fluoro-5-methyl-6-((tetrahydro-2H-pyran-4-yl)oxy)-2,7-naphthyridin-3-yl)-5-ethynyl-6-fluoronaphthalen-2-ol [C@H]12CN(C[C@H](CC1)N2)C=2N=C(C(=C1C(=C(N=CC21)C2=CC(=CC1=CC=C(C(=C21)C#C)F)O)F)C)OC2CCOCC2